CC1OC(CN(C1)CCOCCN1CC(OC(C1)C)C)C di(2,6-dimethylmorpholinoethyl)ether